2-benzyl-N-((5-phenyl-1,3,4-thiadiazol-2-yl)methyl)thiazole-4-carboxamide C(C1=CC=CC=C1)C=1SC=C(N1)C(=O)NCC=1SC(=NN1)C1=CC=CC=C1